azetidin-1-yl-[4-[[(3,4-dimethylpyrimidino[4',5':4,5]thieno[2,3-c]pyridazin-8-yl)amino]methyl]phenyl]methanone N1(CCC1)C(=O)C1=CC=C(C=C1)CNC1=NC=NC2=C1SC=1N=NC(=C(C12)C)C